C(C)OC1=C(OCC(=O)N(C(C)C)C(C)C)C=CC(=C1)\C=C\C(=O)C1=CC=C(C=C1)O 2-[2-Ethoxy-4-[(E)-3-(4-hydroxyphenyl)-3-oxoprop-1-enyl]phenoxy]-N,N-di(propan-2-yl)acetamide